4-[[(2S,3S,4S,5R)-3-(3,4-Difluoro-2-methoxy-phenyl)-4,5-dimethyl-5-(trifluoromethyl)tetrahydrofuran-2-carbonyl]amino]-5-methyl-pyridin-2-carboxamid FC=1C(=C(C=CC1F)[C@H]1[C@H](O[C@]([C@H]1C)(C(F)(F)F)C)C(=O)NC1=CC(=NC=C1C)C(=O)N)OC